C(C)(C)(C)OC(=O)N1CC(C1)=CC1=CC(=C(C=C1)Br)F 3-[(4-bromo-3-fluoro-phenyl)methylene]azetidine-1-carboxylic acid tert-butyl ester